C(C)(C)(C)N1N=CC(=C1)C(=O)NCC#CC1=NC2=C(N1CC(F)(F)F)C=CC=C2Cl 1-tert-butyl-N-{3-[4-chloro-1-(2,2,2-trifluoroethyl)-1H-benzo[d]imidazol-2-yl]prop-2-yn-1-yl}-1H-pyrazole-4-carboxamide